Cl.N[C@@H](COC1=C(C(=O)OC)C(=CC=C1)F)CC1=CC=CC=C1 Methyl (R)-2-(2-amino-3-phenylpropoxy)-6-fluorobenzoate hydrochloride